Cl.C1(=CC=CC=C1)N1C(=CC=C1)N1NN2C(C=CC(=C2)N)=C1 2-(1-Phenylpyrrol-2-yl)-triazolo[1,5-a]pyridine-6-amine hydrochloride